C(CC=C)OC=1C=2N(C=C(N1)C1=CC(=NC=C1OC)[C@@H](C)N(S(=O)C(C)(C)C)CC)C=CN2 N-((R)-1-(4-(8-(but-3-en-1-yloxy)imidazo[1,2-a]pyrazin-6-yl)-5-methoxypyridin-2-yl)ethyl)-N-ethyl-2-methylpropane-2-sulfinamide